C(C)(C)(C)C=1C(=C(C=C(C1)C)N1N=C2C(=N1)C=CC(=C2)Cl)O 2-(3-tert-butyl-5-methyl-2-hydroxyphenyl)5-chlorobenzotriazole